5-(4-bromophenyl)-1-methyl-1H-1,2,3-triazole BrC1=CC=C(C=C1)C1=CN=NN1C